C(C)(C)(C)C1=CC=C(C=C1)N(C(=O)N1[C@@H](CCC1)C(=O)OC)C(C(=O)NC1CCC(CC1)(F)F)C=1C=NC=C(C1)F methyl (2S)-1-[(4-tert-butylphenyl)-[2-[(4,4-difluorocyclohexyl)amino]-1-(5-fluoro-3-pyridyl)-2-oxo-ethyl]carbamoyl]pyrrolidine-2-carboxylate